C12(CC3CC(CC(C1)C3)C2)COC(=O)C2=CC(=C(C=C2)S(=O)(=O)[O-])O 4-(((adamantan-1-yl)methoxy)carbonyl)-2-hydroxybenzenesulfonate